(R)-4-Ethyl-2-{[6-(4,4,5,5-tetramethyl-1,3,2-dioxaborolan-2-yl)-1-trityl-1H-benzo[d]imidazole-4-yl]Methyl}-3,4-dihydro-2H-benzo[b][1,4,5]Oxathiazepine C(C)[C@@H]1CN(SC2=C(O1)C=CC=C2)CC2=CC(=CC=1N(C=NC12)C(C1=CC=CC=C1)(C1=CC=CC=C1)C1=CC=CC=C1)B1OC(C(O1)(C)C)(C)C